COC1=CC=C(C2=CC=CC=C12)N=NC1=CC=C(C=C1)S(=O)(=O)[O-].[Na+].C[Si](C1C(C2=CC=CC=C2CC1)C1=CC=NC=C1)(C1=CC=CC=C1)C 4-(2-(dimethyl-(phenyl)silyl)-1,2,3,4-tetrahydronaphthalene-1-yl)pyridine sodium 4-[(4-methoxy-1-naphthyl)diazenyl]benzenesulfonate